NC=1C=C(C=CC1)NC(=O)C=1C=C2C(N(C(C2=CC1)=O)C1=CC(=CC=C1)N)=O N,2-bis(3-aminophenyl)-1,3-dioxoisoindoline-5-formamide